rac-quinuclidine-3-carboxylic acid N12C[C@@H](C(CC1)CC2)C(=O)O |r|